2-(3-isopropyl-2-(2-methylpyridin-4-yl)-1H-indol-5-yl)-N-((1r,5s)-8-methyl-8-azabicyclo[3.2.1]oct-3-yl)propionamide C(C)(C)C1=C(NC2=CC=C(C=C12)C(C(=O)NC1C[C@H]2CC[C@@H](C1)N2C)C)C2=CC(=NC=C2)C